O1CC(CCC1)CN (tetrahydro-2H-pyran-3-yl)methanamine